C(#N)C=1C=C(C=CC1C(=O)OC)C1N(CCN(C1)CCC(F)(F)F)CC1=C2C=CN(C2=C(C=C1OC)C)C(=O)[O-] 4-((2-(3-cyano-4-(methoxycarbonyl)phenyl)-4-(3,3,3-trifluoropropyl)piperazin-1-yl)methyl)-5-methoxy-7-methyl-1H-indole-1-carboxylate